IC1=CC=C(N=N1)N(C1CC(N(CC1)C(=O)OC(C)(C)C)C)C tert-butyl 4-[(6-iodopyridazin-3-yl)(methyl)amino]-2-methylpiperidine-1-carboxylate